(E)-Methyl 3-(N-hydroxycarbamimidoyl)benzoate ON/C(=N/[H])/C=1C=C(C(=O)OC)C=CC1